C1(=CC=CC=C1)[C@@H](C)NC(N)=O 3-((R)-1-phenylethyl)urea